O1CCOC2=C1C=CC(=C2)SC=2C=NC=CC2C(NO)=N 3-(2,3-dihydro-1,4-benzodioxin-6-ylsulfanyl)-N-hydroxypyridine-4-carboximidamide